FC=1C(=NC=CC1O)N1[C@H]([C@H](C[C@H]1C)NS(=O)(=O)N(C)C)CO[C@@H]1CC[C@@H](CC1)C1=CC(=CC=C1)F N'-((2R,3S,5R)-1-(3-fluoro-4-hydroxypyridin-2-yl)-2-((((CIS)-4-(3-fluorophenyl)cyclohexyl)oxy)methyl)-5-methylpyrrolidin-3-yl)-N,N-dimethyl-sulfamide